Cl.N1(CCNCC1)C(=O)C1CC(CC1)=O 3-[(1-piperazinyl)carbonyl]cyclopentanone hydrochloride salt